(S)-5-((R)-4,4-difluoro-2-hydroxybutyryl)-N-((S)-3-oxo-1-((S)-2-oxopyrrolidin-3-yl)-4-(trifluoromethoxy)butan-2-yl)-5-azaspiro[2.4]heptane-6-carboxamide FC(C[C@H](C(=O)N1CC2(CC2)C[C@H]1C(=O)N[C@@H](C[C@H]1C(NCC1)=O)C(COC(F)(F)F)=O)O)F